tert-butyl (2-chloropyridin-4-yl)carbamate ClC1=NC=CC(=C1)NC(OC(C)(C)C)=O